C(C1=CC=CC=C1)N1N=C(N=C1)C(=O)NC1C(N(C=2N(CC1)N=C1C2CSC1)C)=O 1-Benzyl-N-(1-methyl-2-oxo-1,2,3,4,5,10-hexahydro-8H-thieno[3',4':3,4]pyrazolo[1,5-a][1,3]diazepin-3-yl)-1H-1,2,4-triazol-3-carboxamid